COOC(=O)C1=CC(=CC(=C1)C(=O)OOC)C(=O)OOC 1,3,5-tri(methoxycarboxyl)benzene